C1(CC1)C1=C(C(=NO1)C1=C(C=CC=C1Cl)Cl)CO[C@@H]1C[C@H]2CN([C@@H]1C2)C(=O)OC(C)(C)C |r| tert-butyl (1RS,4SR,6RS)-6-((5-cyclopropyl-3-(2,6-dichlorophenyl) isoxazol-4-yl)methoxy)-2-azabicyclo[2.2.1]heptane-2-carboxylate